C(C)C1(NC(N(C(C1)=O)C(CCC)C=1C=[NH+]C=C(C1)C(N[C@H]1[C@@H](CC2=CC=CC=C12)O)=O)=[NH2+])CC [4,4-diethyl-1-[1-[5-[[(1R,2R)-2-hydroxyindan-1-yl]carbamoyl]pyridin-1-ium-3-yl]butyl]-6-oxo-hexahydropyrimidin-2-ylidene]ammonium